C1(CCC1)CNCC=1C=CC=2N(C1)C=C(N2)CN2N=NC(=C2)C=2C=C(C=NC2)N 5-(1-((6-(((cyclobutylmethyl)amino)methyl)imidazo[1,2-a]pyridin-2-yl)methyl)-1H-1,2,3-Triazol-4-yl)pyridin-3-amine